C(C)(C)C1=CC(CC(O1)=O)=O 6-isopropyl-pyrane-2,4-dione